BrC1=C(C=C(C=C1)CCC(C)(C)C)OCOC 1-bromo-4-(3,3-dimethylbutyl)-2-(methoxymethoxy)benzene